C(C)OC(=O)C1=C(C=NO1)C(=O)O 5-(Ethoxycarbonyl)isoxazole-4-carboxylic acid